N'-(4-(3-((2,5-dichlorobenzyl)oxy)oxetan-3-yl)-2-fluoro-5-methylphenyl)-N-ethyl-N-methylformimidamide ClC1=C(COC2(COC2)C2=CC(=C(C=C2C)N=CN(C)CC)F)C=C(C=C1)Cl